tert-butyl 2-(4-(3-chloro-4-((3,5-difluoropyridin-2-yl) methoxy)-5',6-dimethyl-2-oxo-2H-[1,4'-bipyridin]-2'-yl) pyrimidin-2-yl)-2-methylpropionate ClC=1C(N(C(=CC1OCC1=NC=C(C=C1F)F)C)C1=CC(=NC=C1C)C1=NC(=NC=C1)C(C(=O)OC(C)(C)C)(C)C)=O